CN1C2=C(C3=C1C(N(N=C3)CC3=CN(C1=CN=CC=C13)C(=O)OC(C)(C)C)=O)CCNC2 tert-butyl 3-((5-methyl-4-oxo-4,5,6,7,8,9-hexahydro-3H-pyrido[4',3':4,5]pyrrolo[2,3-d]pyridazin-3-yl)methyl)-1H-pyrrolo[2,3-c]pyridine-1-carboxylate